N-(3-(4-((2-methoxyethyl)amino)-6-(methylsulfonyl)pyridin-2-yl)-1-methyl-1H-pyrrolo[2,3-c]pyridin-5-yl)acetamide COCCNC1=CC(=NC(=C1)S(=O)(=O)C)C1=CN(C2=CN=C(C=C21)NC(C)=O)C